2-((6-(3-methyl-4-((((R)-1-(2-(trifluoromethyl)phenyl)ethoxy)carbonyl)amino)isoxazol-5-yl)pyridin-3-yl)carbamoyl)cyclohexane-1-carboxylic acid CC1=NOC(=C1NC(=O)O[C@H](C)C1=C(C=CC=C1)C(F)(F)F)C1=CC=C(C=N1)NC(=O)C1C(CCCC1)C(=O)O